4-(p-tolylthio)phenylsulfide C1(=CC=C(C=C1)SC1=CC=C(C=C1)SC1=CC=C(C=C1)SC1=CC=C(C=C1)C)C